Methyl 1-(3-benzoylthioureido)-6-oxo-4-(trifluoromethyl)-1,6-dihydropyridine-2-carboxylate C(C1=CC=CC=C1)(=O)NC(NN1C(=CC(=CC1=O)C(F)(F)F)C(=O)OC)=S